C(C)OCCNCCCC=1NC=CN1 N-(2-ethoxyethyl)-3-(imidazolyl)propan-1-amine